N-(2-hydroxy)propyl-methacrylamide OC(CNC(C(=C)C)=O)C